N-(2-((4-(Hydroxyamino)-4-oxobutyl)(methyl)amino)ethyl)-4-methoxy-1-naphthamide ONC(CCCN(CCNC(=O)C1=CC=C(C2=CC=CC=C12)OC)C)=O